(piperidin-4-yl)pyridazin-3-amine N1CCC(CC1)C1=C(N=NC=C1)N